Tert-butyl 4-oxo-4-(thiazol-2-yl)butanoate O=C(CCC(=O)OC(C)(C)C)C=1SC=CN1